C(=O)(O)C1=CC=CC(=N1)CN1CCOCCOCCN(CCOCCOCC1)CC1=CC(=CC(=N1)C(=O)O)OCCC1=CC=C(C=C1)N=C=S 6-[[16-[(6-carboxy-2-pyridyl)methyl]-1,4,10,13-tetraoxa-7,16-diazacyclooctadec-7-yl]methyl]-4-[2-(4-isothiocyanatophenyl)ethoxy]pyridine-2-carboxylic acid